C1=NC=C(C2=CC=CC=C12)N1CC=2N=C(N=C(C2CC1)N1C[C@@H](NCC1)CC#N)OC[C@H]1N(CCC1)C 2-((S)-4-{7-(isoquinolin-4-yl)-2-[((S)-1-methylpyrrolidin-2-yl)methoxy]-5,6,7,8-tetrahydropyridino[3,4-d]pyrimidin-4-yl}piperazin-2-yl)acetonitrile